tert-butyl 4-(2-((6-(tert-butylsulfonyl)imidazo[1,2-a]pyridin-7-yl)oxy)ethyl)piperazine-1-carboxylate C(C)(C)(C)S(=O)(=O)C=1C(=CC=2N(C1)C=CN2)OCCN2CCN(CC2)C(=O)OC(C)(C)C